C1(CC1)NC=1N=NC=C(N1)O[C@@H]1CN(CC1)CC(=O)NC=1C=CC=C2C(=CNC12)C1=NC(=NC=C1OC)NC1=NN(C(=C1)C)C (S)-2-(3-((3-(cyclopropylamino)-1,2,4-triazin-5-yl)oxy)pyrrolidin-1-yl)-N-(3-(2-((1,5-dimethyl-1H-pyrazol-3-yl)amino)-5-methoxypyrimidin-4-yl)-1H-indol-7-yl)acetamide